(S)-4-Chloro-N-(2-methoxyethyl)-N-(3-methyl-1-(pyrrolidin-1-yl)butan-2-yl)benzamide ClC1=CC=C(C(=O)N([C@H](CN2CCCC2)C(C)C)CCOC)C=C1